4-{[(4-methoxyphenyl)methyl]Amino}pyrrolidine-2-carboxamide tert-butyl-4-(4-(methylsulfonamido)phenyl)piperidine-1-carboxylate C(C)(C)(C)OC(=O)N1CCC(CC1)C1=CC=C(C=C1)NS(=O)(=O)C.COC1=CC=C(C=C1)CNC1CC(NC1)C(=O)N